C(C)[C@H]1CNC([C@@H]1OC)=O (2S,3S,4R)-3-ethyl-4-methoxy-5-oxopyrrolidin